FC=1C=C(OC2=CC=C3CCN(CC3=C2)C(CCN2CCN(CC2)C)=O)C=CC1C(F)(F)F 1-(7-(3-fluoro-4-(trifluoromethyl)phenoxy)-3,4-dihydroisoquinolin-2(1H)-yl)-3-(4-methylpiperazin-1-yl)propan-1-one